CN1N=C(C(=C1)C=1N=CC2=C(C(=CC=C2C1)F)C=1N=C(N2C1CN(CC2)C(=O)NC)C2CCOCC2)C 1-(3-(1,3-dimethyl-1H-pyrazol-4-yl)-7-fluoroisoquinolin-8-yl)-N-methyl-3-(tetrahydro-2H-pyran-4-yl)-5,6-dihydroimidazo[1,5-a]pyrazine-7(8H)-carboxamide